1-[2-(N,N-dimethylamino)ethyl]-4-[(3,4-methylenedioxyphenoxy)methyl]-1H-1,2,3-triazole CN(C)CCN1N=NC(=C1)COC1=CC2=C(C=C1)OCO2